2-ethylhexyl caprylate C(CCCCCCC)(=O)OCC(CCCC)CC